tert-Butyl (S)-(1-((3-(trifluoromethoxy)phenyl)amino)pentan-2-yl)carbamate FC(OC=1C=C(C=CC1)NC[C@H](CCC)NC(OC(C)(C)C)=O)(F)F